[15NH2][C@@H](CO)C(=O)O [15N]serine